BrC=1C=C(C=C2C(=C(C=NC12)S(=O)(=O)N1CCSCC1)NC1=C(C(=O)O)C=C(C=C1)Cl)Cl 2-[(8-Bromo-6-chloro-3-thiomorpholinylsulfonyl-4-quinolinyl)amino]-5-chloro-benzoic acid